NC(C(CO)C1=C(C=CC2=C1C(=C(O2)C)C(=O)N)COC2=C(C=CC=C2)F)=O (1-amino-3-hydroxy-1-oxopropan-2-yl)-5-((2-fluorophenoxy)methyl)-2-methylbenzofuran-3-carboxamide